(E)-3-(3,4-dimethoxy-phenyl)-N-(2-pyridyl)-N-(tetrahydrofuran-2-yl-methyl)prop-2-enamide COC=1C=C(C=CC1OC)/C=C/C(=O)N(CC1OCCC1)C1=NC=CC=C1